Tributyl-(diethylamino)germanium C(CCC)[Ge](N(CC)CC)(CCCC)CCCC